(+-)-5-ethyl-2-methyl-2-indanmethanol C(C)C=1C=C2C[C@@](CC2=CC1)(CO)C |r|